1,4-dihydro-chromeno[4,3-c]pyrazole N1N=CC2=C1C=1C=CC=CC1OC2